2-(decanoyloxy)-6-(dimethylamino)-1-[(2-heptylnonanoyl)oxy]hexan-3-yl decanoate C(CCCCCCCCC)(=O)OC(C(COC(C(CCCCCCC)CCCCCCC)=O)OC(CCCCCCCCC)=O)CCCN(C)C